COC1=C(CN(S(=O)(=O)C2=C(C=CC(=C2)\C=C\COC)OC)CC2=C(C=C(C=C2)OC)OC)C=CC(=C1)OC (E)-N,N-bis(2,4-dimethoxybenzyl)-2-methoxy-5-(3-methoxyprop-1-en-1-yl)benzenesulfonamide